O1C(C=CC=2C1=C1C=C3C(OC1=CC2)CCC3=O)=O 8,9-dihydro-2H-cyclopenta[b]pyrano[2,3-f]chromene-2,10(7aH)-dione